5-fluoro-1H-benzo[d]imidazole FC1=CC2=C(NC=N2)C=C1